(3-hydroxyphenyl)-8-(pyridin-3-yl)-6-(4-(trifluoromethyl)phenyl)pyrido[3,4-d]pyrimidin-4(3H)-one OC=1C=C(C=CC1)C=1NC(C2=C(N1)C(=NC(=C2)C2=CC=C(C=C2)C(F)(F)F)C=2C=NC=CC2)=O